C(C)(=O)[O-].C(CCCC)[NH+]1C(CCCC1)CCCC 1-Pentyl-2-butylpiperidinium acetate